N-(8-(diphenylmethyleneamino)-6-(1-methyl-1H-pyrazol-4-yl)-2,7-naphthyridin-3-yl)cyclopropanecarboxamide C1(=CC=CC=C1)C(C1=CC=CC=C1)=NC=1N=C(C=C2C=C(N=CC12)NC(=O)C1CC1)C=1C=NN(C1)C